O1[C@@H](COCC1)COC1=NC(N2C(C3=CC=C(C=C3CC2)CCCNC2=CC=CC=C2)=C1)=O 2-((S)-1-[1,4]Dioxan-2-ylmethoxy)-9-(3-phenylamino-propyl)-6,7-dihydro-pyrimido[6,1-a]isoquinolin-4-one